ClC=1C(=CC2=C(C[C@@](O2)([C@H]2NCCC2)C2=CC=CC=C2)C1C1=C(C(=O)N)C=CC(=C1F)OCCO)F 2-((2S,4S)-5-chloro-6-fluoro-2-phenyl-2-((S)-pyrrolidin-2-yl)-2,3-dihydrobenzofuran-4-yl)-3-fluoro-4-(2-hydroxyethoxy)benzamide